bis(3,5-ditrifluoromethylphenyl)phosphine FC(C=1C=C(C=C(C1)C(F)(F)F)PC1=CC(=CC(=C1)C(F)(F)F)C(F)(F)F)(F)F